2-Amino-fluorobenzimidazole NC=1NC2=C(N1)C=CC=C2F